5-(8-((1S,2S)-2-(benzo[d]thiazol-6-yl)cyclopropyl)-2-cyclopropylimidazo[1,2-b]pyridazin-6-yl)pyrimidine-2,4(1H,3H)-dione S1C=NC2=C1C=C(C=C2)[C@@H]2[C@H](C2)C=2C=1N(N=C(C2)C=2C(NC(NC2)=O)=O)C=C(N1)C1CC1